N-(6-(1,2-dimethyl-1H-imidazol-5-yl)isoquinolin-3-yl)-4-((3-fluoroazetidin-1-yl)methyl)cyclohexane-1-carboxamide CN1C(=NC=C1C=1C=C2C=C(N=CC2=CC1)NC(=O)C1CCC(CC1)CN1CC(C1)F)C